tert-Butyl 2-chloropyrimidine-5-carboxylate ClC1=NC=C(C=N1)C(=O)OC(C)(C)C